C(CCCCCCCCCCCCCCCCCCCCCCCCCCCC)(=O)OCCCCCCCCCCCCCCCCCCCCCCCC lignoceryl nonacosanoate